NC1=NC=NC=2N(C3=CC=C(C=C3C21)N(C)C)CC(=O)N2[C@@H]1C[C@@]1(C[C@H]2C(=O)NC2=NC(=CC=C2)Br)C (1R,3S,5R)-2-(2-(4-amino-6-(dimethylamino)-9H-pyrimido[4,5-b]indol-9-yl)acetyl)-N-(6-bromopyridin-2-yl)-5-methyl-2-azabicyclo[3.1.0]hexane-3-carboxamide